OC1=C(C=C(C=C1)C(C)(C)C1=CC(=C(C=C1)O)C)C 2,2-Bis-(4-hydroxy-3-methylphenyl)-propan